((4-(2-methylpyridin-4-yl)thiazol-2-yl)amino)benzenesulfonic acid CC1=NC=CC(=C1)C=1N=C(SC1)NC1=C(C=CC=C1)S(=O)(=O)O